5-{2-[4-(3-Dimethylamino-propoxy)-3-trifluoromethyl-phenylamino]-5-methyl-pyrimidin-4-ylamino}-3H-benzooxazol-2-one CN(CCCOC1=C(C=C(C=C1)NC1=NC=C(C(=N1)NC=1C=CC2=C(NC(O2)=O)C1)C)C(F)(F)F)C